CC12C3CCC4(C(CCC4C3CC=C2CC(CC1)SSCN1C=NC=C1)C(C)CCCC(C)C)C (((10,13-dimethyl-17-(6-methylheptan-2-yl)-2,3,4,7,8,9,10,11,12,13,14,15,16,17-tetradecahydro-1H-cyclopenta[a]phenanthren-3-yl)disulfanyl)methyl)-1H-imidazole